C(C=1C(C(=O)OCCC)=CC=CC1)(=O)OCC ethyl (n-propyl) phthalate